1-octanol butyrate C(CCC)(=O)OCCCCCCCC